ethylpyran C(C)C1OC=CC=C1